3-(methacryloyloxyethyl)-2-ethyloxetane C(C(=C)C)(=O)OCCC1C(OC1)CC